(S)-tert-butyl 2-(4-(3-((tert-butyldimethylsilyl)oxy)benzoyl)thiazol-2-yl)pyrrolidine-1-carboxylate [Si](C)(C)(C(C)(C)C)OC=1C=C(C(=O)C=2N=C(SC2)[C@H]2N(CCC2)C(=O)OC(C)(C)C)C=CC1